ls-2-propyn-1-yl-1H-imidazole-1-carboxylic acid C(#CC)C=1N(C=CN1)C(=O)O